4-[(2,4-diamino-6-chloropyrimidin-5-yl)ethynyl]-5,6-dihydropyridine-1(2H)-carboxylic acid tert-butyl ester C(C)(C)(C)OC(=O)N1CC=C(CC1)C#CC=1C(=NC(=NC1Cl)N)N